Racemic-3-(3-chloro-4-fluorophenyl)-1-(1-(8-fluoro-1-oxo-1,2-dihydroisoquinolin-4-yl)ethyl)-1-(3-hydroxypropyl)urea ClC=1C=C(C=CC1F)NC(N(CCCO)[C@H](C)C1=CNC(C2=C(C=CC=C12)F)=O)=O |r|